N1N=C(C=C1O)O 1H-pyrazole-3,5-diol